(2-aminoquinazolin-7-yl)-4-methyl-N-(4-((4-methylpiperazin-1-yl)methyl)-3-(trifluoromethyl)phenyl)benzamide NC1=NC2=CC(=CC=C2C=N1)C1=C(C(=O)NC2=CC(=C(C=C2)CN2CCN(CC2)C)C(F)(F)F)C=CC(=C1)C